S(=O)(=O)=C1CC=CC2=C(C=CC=C12)C(C[NH-])N 2-(1-sulfonyl-5-naphthyl)-aminoethylamide